ditridecyl thiodipropionate ditridecyl-3,3'-thiodipropionate ditridecyl-thiodipropionate C(CCCCCCCCCCCC)OC(CCSCCC(=O)OCCCCCCCCCCCCC)=O.C(CCCCCCCCCCCC)OC(CCSCCC(=O)OCCCCCCCCCCCCC)=O.S(CCC(=O)OCCCCCCCCCCCCC)CCC(=O)OCCCCCCCCCCCCC